N-(2-((4-(2-(((2,2-Difluorobenzo[d][1,3]dioxol-5-yl)methyl)(methyl)amino)ethyl)phenyl)carbamoyl)-4,5-dimethoxyphenyl)-4-oxo-4H-chromene-2-carboxamide FC1(OC2=C(O1)C=CC(=C2)CN(CCC2=CC=C(C=C2)NC(=O)C2=C(C=C(C(=C2)OC)OC)NC(=O)C=2OC1=CC=CC=C1C(C2)=O)C)F